4-[5-(4-fluoro-3-methoxy-phenyl)-6-isopropyl-1H-pyrazolo[4,3-g]quinolin-7-yl]benzoic acid ethyl ester C(C)OC(C1=CC=C(C=C1)C1=NC2=CC3=C(C=C2C(=C1C(C)C)C1=CC(=C(C=C1)F)OC)C=NN3)=O